C(C=C)(=O)N1CCC(CC1)N1C(C(N(C2=CC(=C(C=C12)Cl)C1=CC(=CC2=CC=CC=C12)O)C1=C(C=CC=C1C)C(C)C)=O)=O 1-(1-acryloylpiperidin-4-yl)-7-chloro-6-(3-hydroxynaphthalen-1-yl)-4-(2-isopropyl-6-methylphenyl)-1,4-dihydroquinoxaline-2,3-dione